ClC1=C(C=CC(=C1Cl)OC1=NN(C=C1)C)C1=NNC2=NC(=CN=C21)N2C[C@@H]1[C@]([C@@H]1CC2)(C2=C(C=CC=C2)F)CN ((1S,6R,7R)-3-(3-(2,3-dichloro-4-((1-methyl-1H-pyrazol-3-yl)oxy)phenyl)-1H-pyrazolo[3,4-b]pyrazin-6-yl)-7-(2-fluorophenyl)-3-azabicyclo[4.1.0]heptan-7-yl)methanamine